B(O)(O)C1=CC(=C(C(=O)O)C=C1)Cl 4-borono-2-chlorobenzoic acid